C(C)(C)(C)CCCCCO tert-butyl-(amyl) alcohol